C(C(C)C)(=O)OCCCCCCC(NC=1SC=C(N1)C1=CC=CC=C1)=O 7-oxo-7-((4-phenylthiazol-2-yl)amino)heptyl isobutyrate